C(=O)OCCC1=CC(=C(C=C1)O)O 3,4-dihydroxybenzeneethanol formate